O=C1NC(CCC1N1C(C2=CC=C(C=C2C1=O)NCCC[C@@H]1C[C@@H](C1)N1N=CC(=C1)C1=NC2=CC=C(C=C2N=C1)N1CCNCC1)=O)=O 2-(2,6-dioxopiperidin-3-yl)-5-((3-(cis-3-(4-(6-(piperazin-1-yl)quinoxalin-2-yl)-1H-pyrazol-1-yl)cyclobutyl)propyl)amino)isoindoline-1,3-dione